CN(C1=CC=C(C=N1)C1=CC=C(C=C1)C=1SC2=C(N1)C=CC(=C2)NCCOCCOCCOCCOCCOCC(=O)O)C 2-[2-[2-[2-[2-[2-[[2-[4-[6-(dimethylamino)pyridin-3-yl]phenyl]-1,3-benzothiazol-6-yl]amino]ethoxy]ethoxy]ethoxy]ethoxy]ethoxy]ethanoic acid